C(#C)C=1C=NC2=C(C=C(C=C2C1)OC(C(=O)NCCF)SC)C 2-[(3-ethynyl-8-methyl-6-quinolinyl)oxy]-N-(2-fluoroethyl)-2-methylsulfanyl-acetamide